3-((3-exo)-3-((4-((5-methyl-1H-pyrazol-3-yl)amino)-7-morpholinoquinazolin-2-yl)amino)-8-azabicyclo[3.2.1]oct-8-yl)propionitrile CC1=CC(=NN1)NC1=NC(=NC2=CC(=CC=C12)N1CCOCC1)NC1CC2CCC(C1)N2CCC#N